F[C@@H]1CNCCC1 (3S,4R)-3-fluoropiperidin